(3S)-N-[4-[1-(benzenesulfonyl)-6-(3,5-dimethylisoxazol-4-yl)pyrrolo[2,3-b]pyridin-3-yl]-5-(trifluoromethyl)pyrimidin-2-yl]-1-azabicyclo[3.2.2]nonan-3-amine C1(=CC=CC=C1)S(=O)(=O)N1C=C(C=2C1=NC(=CC2)C=2C(=NOC2C)C)C2=NC(=NC=C2C(F)(F)F)N[C@@H]2CN1CCC(C2)CC1